ClC1=CC(=C(C=C1)C1(OCC(O1)C(=O)N1CCN(CC1)CC1=NC2=C(N1C[C@H]1OCC1)C=C(C=C2)C(=O)O)C)F 2-((4-(2-(4-Chloro-2-fluorophenyl)-2-methyl-1,3-dioxolane-4-carbonyl)piperazin-1-yl)methyl)-1-(((S)-oxetan-2-yl)methyl)-1H-benzo[d]imidazole-6-carboxylic acid